2-(ethoxycarbonyl)-4-(4-fluorophenyl)pentanedioic acid C(C)OC(=O)C(C(=O)O)CC(C(=O)O)C1=CC=C(C=C1)F